COC1=C(C=C(C=C1)OC)C1C=CNN1 5-(2,5-dimethoxyphenyl)-pyrazoline